NC1=NC=2C=NC(=CC2C2=C1C=NN2C)C(=O)N([C@@H]2COCC1=C2C=CC(=C1)C(F)(F)F)C 4-amino-N,1-dimethyl-N-((4S)-7-(trifluoromethyl)-3,4-dihydro-1H-2-benzopyran-4-yl)-1H-pyrazolo[4,3-c][1,7]naphthyridine-8-carboxamide